4-(pyrimidin-4-ylmethyl)-2-(trifluoromethyl)benzamide N1=CN=C(C=C1)CC1=CC(=C(C(=O)N)C=C1)C(F)(F)F